C(C)(=O)OC=1C(=NC=CC1OC)C(N[C@@H](C)C=1OC(=NN1)C1=CC=C(C=C1)C(C)C)=O (S)-2-((1-(5-(4-isopropylphenyl)-1,3,4-oxadiazol-2-yl)ethyl)carbamoyl)-4-methoxypyridin-3-yl acetate